C(C)OC=1C=C(N=NC1)CC=1C(C2=CC=CC=C2C(C1C)=O)=O 2-((5-ethoxypyridazin-3-yl)methyl)-3-methylnaphthalene-1,4-dione